methyl 4-amino-2-oxo-1-(4-(2,2,2-trifluoromethylethoxy)phenyl)-7-(trifluoromethyl)-1,2-dihydroquinoline-3-carboxylate NC1=C(C(N(C2=CC(=CC=C12)C(F)(F)F)C1=CC=C(C=C1)OCC(CF)(CF)CF)=O)C(=O)OC